Diazino[5,4-d]Pyrimidin-4-ol N1=CN=C(C2=C1C=NN=C2)O